O[C@H]1CN(CC1)C1=C2C(=NC=C1)N(N=C2CNC(C=C)=O)C2=CC=C(C=C2)OC(F)(F)F N-[[4-[(3R)-3-hydroxypyrrolidin-1-yl]-1-[4-(trifluoromethoxy)phenyl]pyrazolo[3,4-b]pyridin-3-yl]methyl]prop-2-enamide